(S)-4-(1-pivaloyl-4,5-dihydro-1H-pyrazol-5-yl)benzonitrile C(C(C)(C)C)(=O)N1N=CC[C@H]1C1=CC=C(C#N)C=C1